3-(3-Methoxyphenyl)-N-phenyl-1H-pyrazolo[3,4-b]pyridin-5-amine COC=1C=C(C=CC1)C1=NNC2=NC=C(C=C21)NC2=CC=CC=C2